IC=1C=C(C=C(C1)NC(CN1CCOCC1)=O)NC(CN1CCOCC1)=O N,N'-(5-iodo-1,3-phenylene)bis(2-morpholinoacetamide)